CC1=C(C=2N(C=C1C1=C(C3=C(N1)SC(=C3C)C3CCN(CC3)C(=O)[C@@H]3NC[C@H](OC3)C)C(C)C)N=CN2)C [4-[5-(7,8-dimethyl-[1,2,4]triazolo[1,5-a]pyridin-6-yl)-4-isopropyl-3-methyl-6H-thieno[2,3-b]pyrrol-2-yl]-1-piperidyl]-[(3R,6R)-6-methylmorpholin-3-yl]methanone